CC(C)=NO acetoxim